3,4-di(hex-5-en-1-yl)thiophene C(CCCC=C)C1=CSC=C1CCCCC=C